tertbutyl (3R)-3-[8-formyl-6-(2-methoxy-4,6-dimethyl-phenyl)pyrido[2,3-b]pyrazin-3-yl]piperidine-1-carboxylate C(=O)C1=CC(=NC2=NC(=CN=C21)[C@H]2CN(CCC2)C(=O)OC(C)(C)C)C2=C(C=C(C=C2C)C)OC